(R)-N-(1-(3-amino-5-(1,1-difluoro-2-methoxyethyl)phenyl)ethyl)-2-(difluoromethyl)-7-methoxy-6-(4-methoxytetrahydro-2H-pyran-4-yl)quinazolin-4-amine NC=1C=C(C=C(C1)C(COC)(F)F)[C@@H](C)NC1=NC(=NC2=CC(=C(C=C12)C1(CCOCC1)OC)OC)C(F)F